(S)-5-(2-Cyclohexylacetyl)-N-((S)-1-oxo-3-((S)-2-oxopyrrolidin-3-yl)propan-2-yl)-5-azaspiro[2.4]heptane-6-carboxamide C1(CCCCC1)CC(=O)N1CC2(CC2)C[C@H]1C(=O)N[C@H](C=O)C[C@H]1C(NCC1)=O